FC1=C(C=CC=C1F)C1=CC(=CC=C1)C[C@@H]1N(CC[C@@H]1NS(=O)(=O)CC)C(C(C)(C)O)=O N-((2S,3S)-2-((2',3'-difluorobiphenyl-3-yl)methyl)-1-(2-hydroxy-2-methylpropanoyl)pyrrolidin-3-yl)ethanesulfonamide